N1=CN=CC(=C1)C(C=C)=O (pyrimidin-5-yl)prop-2-en-1-one